NC(CC(=O)O)C(NC(COC(C(C)C)=O)C)=O 3-amino-3-({1-[(2-methylpropanoyl)oxy]prop-2-yl}carbamoyl)propionic acid